OC1=CC=C(C=C1)C(\C=C\C1=CC(=C(C=C1)OC)CN1N=CC(=C1)[N+](=O)[O-])=O (E)-1-(4-Hydroxyphenyl)-3-[4-methoxy-3-[(4-nitropyrazol-1-yl)methyl]phenyl]prop-2-en-1-one